ClC=1C(=NC=C(C1)C(NC=1SC(=C(N1)C=1SC=C(C1)Cl)N1CCN(CC1)C1CCCCC1)=O)N1CCC(CC1)C(=O)O 1-(3-chloro-5-((4-(4-chlorothien-2-yl)-5-(4-cyclohexylpiperazine-1-yl)-1,3-thiazol-2-yl)carbamoyl)pyridin-2-yl)piperidine-4-carboxylic acid